((2s,3s)-4-bromo-5-chloro-6-fluoro-3-methoxy-2-phenyl-2,3-dihydrobenzofuran-2-yl)methanol BrC1=C(C(=CC2=C1[C@@H]([C@](O2)(C2=CC=CC=C2)CO)OC)F)Cl